(R)-N-(5-(1-((2-Amino-5-chloropyridin-3-yl)oxy)ethyl)-2-methylphenyl)-3-(methylsulfonyl)benzamid NC1=NC=C(C=C1O[C@H](C)C=1C=CC(=C(C1)NC(C1=CC(=CC=C1)S(=O)(=O)C)=O)C)Cl